1-bromo-3,6-diphenyl-9H-carbazole BrC1=CC(=CC=2C3=CC(=CC=C3NC12)C1=CC=CC=C1)C1=CC=CC=C1